BrC1=CC2=C(N(C(OC2)=O)C([2H])([2H])[2H])C=C1 6-Bromo-1-(methyl-d3)-1,4-dihydro-2H-benzo[d][1,3]oxazin-2-one